CO[C@H]1[C@@H](CNC1)C(=O)NCCCCCCCCCCCCCC (3R,4S)-4-methoxy-N-tetradecylpyrrolidine-3-carboxamide